Fluoro-piperidine hydrochloride Cl.FN1CCCCC1